N1=CC=C2C=CC=3C(=C12)C=C1C=CC=CC13 indeno-indole